C1(=CC=CC=C1)P(O)(O)C1=CC=CC=C1.C(C1=CC=CC=C1)(=O)O.NC(C(O)C1=CC=CC=C1)CO 2-amino-1-phenyl-1,3-propanediol benzoate diphenylphosphonite